5-(7-hydroxy-4-oxo-4H-chromen-3-yl)-2,3-dihydroxyphenolate OC1=CC=C2C(C(=COC2=C1)C=1C=C(C(=C(C1)[O-])O)O)=O